FC1=C(COC2=CC=C(C=C2)NC2=NC=NC3=CC=C4C(=C23)OCCN4)C=C(C=C1)F N-(4-(2,5-difluorobenzyloxy)phenyl)-3,4-dihydro-2H-[1,4]oxazino[2,3-f]quinazolin-10-amine